6-(4-(2-fluoro-5-((7-(3-methoxyazetidin-1-yl)-4-oxo-3,4-dihydrophthalazin-1-yl)methyl)benzoyl)piperazin-1-yl)nicotinonitrile FC1=C(C(=O)N2CCN(CC2)C2=NC=C(C#N)C=C2)C=C(C=C1)CC1=NNC(C2=CC=C(C=C12)N1CC(C1)OC)=O